2-tert-Butyl 3-ethyl (1R,3S,5S)-5-[(methanesulfonyloxy)methyl]-2-azabicyclo[3.1.0]hexane-2,3-dicarboxylate CS(=O)(=O)OC[C@]12C[C@H](N([C@@H]2C1)C(=O)OC(C)(C)C)C(=O)OCC